(methoxymethoxy)-6-((1s,4S)-4-(trifluoromethyl)cyclohexyl)nicotinamide COCOC1=C(C(=O)N)C=CC(=N1)C1CCC(CC1)C(F)(F)F